4-(4-bromo-5-methoxy-2-nitrophenyl)-1,2,6-trimethylpiperazine BrC1=CC(=C(C=C1OC)N1CC(N(C(C1)C)C)C)[N+](=O)[O-]